C(CCC)C(C(C(=O)[O-])(CCCC)CCCC)C(=O)[O-] Tributylsuccinate